7-(4-fluorophenyl)-5-methylpyrazolo[1,5-a]Pyrimidine-3-carboxylic acid FC1=CC=C(C=C1)C1=CC(=NC=2N1N=CC2C(=O)O)C